NC1=NC=NC=2C3=C(\C(\C(C12)(C)C)=N/OCCO)C=C(C=C3)Br 2-[(Z)-(4-amino-8-bromo-5,5-dimethyl-benzo[h]quinazolin-6-ylidene)amino]oxyethanol